7-amino-N-(2-{3-amino-4-[(1-methoxy-2-methylpropan-2-yl)oxy]pyrrolidin-1-yl}-5,6,7,8-tetrahydroquinolin-6-yl)-3-methylthieno[2,3-b]pyrazine-6-carboxamide NC1=C(SC2=NC(=CN=C21)C)C(=O)NC2CC=1C=CC(=NC1CC2)N2CC(C(C2)OC(COC)(C)C)N